N-{2-[4-(4-Cyclopropyl-1-methyl-6-oxo-1,6-dihydro-pyridin-3-yl)-pyrazol-1-yl]-benzoyl}-methanesulfonamide C1(CC1)C=1C(=CN(C(C1)=O)C)C=1C=NN(C1)C1=C(C(=O)NS(=O)(=O)C)C=CC=C1